FCC1(CC1)CNCC1=CC(=C2CNC(C2=C1)=O)C(F)(F)F 6-[({[(fluoromethyl)cyclopropyl]methyl}amino)methyl]-4-(trifluoromethyl)-2,3-dihydro-1H-isoindol-1-one